NC1=C(C=CC(=C1F)NCC1=CC=C(C=C1)O)NC([C@@H]([C@H](CCCC)F)F)=O (2S,3S)-N-(2-amino-3-fluoro-4-((4-hydroxybenzyl)amino)phenyl)-2,3-difluoroheptanamide